N-(cyanomethyl)-1-(cyclopropylmethoxy)-4-hydroxy-2-oxo-1,2-dihydroquinoline-3-carboxamide C(#N)CNC(=O)C=1C(N(C2=CC=CC=C2C1O)OCC1CC1)=O